3-[3-fluoropiperidin-4-yl]thieno[3,2-d]pyrimidin-4-one FC1CNCCC1N1C=NC2=C(C1=O)SC=C2